5-(6-ethyl-2,6-diazaspiro[3.3]heptan-2-yl)-2-(4-isopropyl-5-(8-methoxy-[1,2,4]triazolo[1,5-a]pyridin-6-yl)-1H-pyrazol-3-yl)-4-methylthiazole C(C)N1CC2(CN(C2)C2=C(N=C(S2)C2=NNC(=C2C(C)C)C=2C=C(C=3N(C2)N=CN3)OC)C)C1